2-methyl-6-[(5S)-5-methyl-2-piperidyl]-3,4-dihydro-1H-isoquinoline CN1CC2=CC=C(C=C2CC1)C1NC[C@H](CC1)C